tert-butyl 2-formyl-4,6-dihydro-5H-pyrrolo[3,4-d]oxazole-5-carboxylate C(=O)C=1OC2=C(N1)CN(C2)C(=O)OC(C)(C)C